chroman-3-ylmethylamine hydrochloride Cl.O1CC(CC2=CC=CC=C12)CN